C(C(C)C)OC=1C=C(C#N)C=CC1[C@@H](C1=CC=NC=C1)OC1=CC=C2C(CCOC2=C1C)=O (R,S)-3-Isobutoxy-4-(((8-methyl-4-oxochroman-7-yl)oxy)(pyridin-4-yl)methyl)benzonitrile